C1(=CC=CC=C1)N1NC(CC1=O)C L-1-phenyl-3-methyl-5-pyrazolidone